F[C@@H]1CN(CC1)C(=O)[C@H]1CCCC=2N1C(N(N2)CC2=CC(=NO2)C)=O |&1:8| (5RS)-5-{[(3S)-3-Fluoropyrrolidin-1-yl]carbonyl}-2-[(3-methyl-1,2-oxazol-5-yl)methyl]-5,6,7,8-tetrahydro[1,2,4]triazolo[4,3-a]pyridin-3(2H)-one